NC1=CC=C(C=C2CCC(C23CO3)(C)C)C=C1 7-(4-Aminobenzylidene)-4,4-dimethyl-1-oxaspiro[2.4]heptane